ClC1=NC(=CC(=N1)N1C2(CCC1CC2)CO)Cl (7-(2,6-dichloropyrimidin-4-yl)-7-azabicyclo[2.2.1]Hept-1-yl)methanol